3-((5-(5-(difluoromethyl)-1,3,4-oxadiazol-2-yl)pyridin-2-yl)methyl)-6-(1-methylpiperidin-4-yl)benzo[d]oxazol-2(3H)-one FC(C1=NN=C(O1)C=1C=CC(=NC1)CN1C(OC2=C1C=CC(=C2)C2CCN(CC2)C)=O)F